di(1H-imidazol-1-yl)methylthioketone N1(C=NC=C1)C(N1C=NC=C1)C(=S)C(N1C=NC=C1)N1C=NC=C1